tert-butyl (R)-3-(2,3-dichloro-6-fluorophenyl)-3-(5-fluoro-3-methyl-4-oxo-3,4-dihydro-6-quinazolinylamino)-1-pyrrolidinecarboxylate ClC1=C(C(=CC=C1Cl)F)[C@]1(CN(CC1)C(=O)OC(C)(C)C)NC=1C(=C2C(N(C=NC2=CC1)C)=O)F